(S)-8-chloro-4-((5,6-difluoropyridin-3-yl)amino)-6-(((2-methylpyridin-3-yl)(1-(oxetan-3-yl)-1H-1,2,3-triazol-4-yl)methyl)amino)quinoline-3-carbonitrile ClC=1C=C(C=C2C(=C(C=NC12)C#N)NC=1C=NC(=C(C1)F)F)N[C@H](C=1N=NN(C1)C1COC1)C=1C(=NC=CC1)C